NC=1N=NC(=CC1N1N=CC(=C1)N1CCC(CC1)N1CCN(CC1)C1=CC=CC=2N(CCOC21)[C@@H]2C(NC(CC2)=O)=O)C2=C(C=CC=C2)O (3S)-3-[8-[4-[1-[1-[3-amino-6-(2-hydroxyphenyl)pyridazin-4-yl]pyrazol-4-yl]-4-piperidyl]piperazin-1-yl]-2,3-dihydro-1,4-benzoxazin-4-yl]piperidine-2,6-dione